(R)-1-(2-aminopyrimidin-5-yl)-3-(1-(5,7-difluoro-3-methylbenzofuran-2-yl)-2-methylpropyl)urea NC1=NC=C(C=N1)NC(=O)N[C@H](C(C)C)C=1OC2=C(C1C)C=C(C=C2F)F